C(C)N1CCN(CC1)C=1C=CC=2N(C(C=C(N2)C2=CC3=C(N=C(O3)C)C=C2)=O)C1 7-(4-ethylpiperazin-1-yl)-2-(2-methyl-1,3-benzoxazol-6-yl)-4H-pyrido[1,2-a]pyrimidin-4-one